phenyl-2,4,6-trimethylbenzoyllithium phosphinate [PH2](O)=O.C1(=CC=CC=C1)C=1C(=C(C(=O)[Li])C(=CC1C)C)C